3,3-Dimethyl-1-hydroxyethyl-9'-methoxyspiro[benz[g]-indolin-2,3'-[3H]-naphtho[2,1-b][1,4]oxazin] CC1(C2=CC=C3C(=C2NC12C(=NC1=C(O2)C=CC2=CC=C(C=C21)OC)C(C)O)C=CC=C3)C